C(C)(C)(C)OC(=O)NC1=CC=C(C=N1)CC1CCC(CC1)C(=O)OC methyl 4-[[6-(tert-butoxycarbonylamino)-3-pyridyl]methyl]cyclohexanecarboxylate